C1(CC1)C1=NN(C(=C1C(F)(F)F)C(=O)OCC)CC1C(OCC1)C(F)(F)F ethyl 3-cyclopropyl-4-(trifluoromethyl)-1-((2-(trifluoromethyl)tetrahydrofuran-3-yl)methyl)-1H-pyrazole-5-carboxylate